ClC=1C(=CC(=C(C=O)C1)OCC=1C=NC=C(C1)S(=O)(=O)C)OCOCCOC 5-chloro-4-((2-methoxyethoxy)methoxy)-2-((5-(methylsulfonyl)pyridin-3-yl)meth-oxy)benzaldehyde